CN(C(=O)[C@@H]1CN(CC[C@H]1NC(=O)C1=NOC(=C1)C1=C(C=C(C=C1)F)F)C1C(CCCC1)O)CCC1=CC=CC=C1 (3R,4R)-4-{[5-(2,4-difluoro-phenyl)-isoxazole-3-carbonyl]-amino}-1-(2-hydroxy-cyclohexyl)-piperidine-3-carboxylic acid methyl-phenethyl-amide